C1(CC1)C1=C(C(=NO1)C1=C(C=CC=C1)OC(F)(F)F)C1=CC2(C1)CCN(CC2)C=2C=C1C(=CN2)N(C=C1)C 5-(2-(5-Cyclopropyl-3-(2-(trifluoromethoxy)phenyl)isoxazol-4-yl)-7-azaspiro[3.5]non-1-en-7-yl)-1-methyl-1H-pyrrolo[2,3-c]pyridin